2-[(3R)-4-{[2-(1-benzylpiperidin-4-yl)ethyl]carbamoyl}-3-methylpiperazin-1-yl]-6-methyl-N-(propan-2-yl)pyrimidine-4-carboxamide C(C1=CC=CC=C1)N1CCC(CC1)CCNC(=O)N1[C@@H](CN(CC1)C1=NC(=CC(=N1)C(=O)NC(C)C)C)C